tungsten boron gadolinium aluminum [Al].[Gd].[B].[W]